C1=CC=C2C(=C1)C3=NC4=NC(=NC5=NC(=NC6=NC(=NC2=N3)C7=CC=CC=C76)C8=CC=CC=C85)C9=CC=CC=C94.[Cu] The molecule is a metallophthalocyanine that is copper(2+) forming a coordination complex with phthalocyanine. It is a synthetic blue pigment which is used as a colorant in paints and dyes. It has a role as a fluorochrome. It is a metallophthalocyanine and a copper tetrapyrrole.